C(CCCCC(C)C)N(CCCCCC(C)C)CCCCCC(C)C.O1C=2C(OCC1CCCCCCS(=O)(=O)O)=CSC2 6-(2,3-dihydro-thieno[3,4-b][1,4]dioxin-2-yl)hexane-1-sulfonic acid triisooctylamine salt